ClC1=C(C=CC=C1)C(\C=C\C1=CC=C(C=C1)\C=C\C(=O)C1=CC=C(C=C1)OCC)=O (E)-1-(2-chlorophenyl)-3-(4-((E)-3-(4-ethoxyphenyl)-3-oxoprop-1-en-1-yl)phenyl)prop-2-en-1-one